(E)-2,4-dimethoxy-6-[2-(1-benzoylpiperidin-4-yl)ethenyl]benzoic acid methyl ester COC(C1=C(C=C(C=C1\C=C\C1CCN(CC1)C(C1=CC=CC=C1)=O)OC)OC)=O